O=C1C(CCC1)C1=CC=C(C=C1)C(C(=O)O)C (4-(2-oxocyclopentyl)phenyl)propionic acid